tert-butyl (1-(4-((6-bromoisoquinolin-3-yl)carbamoyl) pyridin-2-yl)piperidin-4-yl)carbamate BrC=1C=C2C=C(N=CC2=CC1)NC(=O)C1=CC(=NC=C1)N1CCC(CC1)NC(OC(C)(C)C)=O